Cholesterol hemisuccinate C(CCC(=O)O)(=O)O.CC(C)CCC[C@@H](C)[C@H]1CC[C@H]2[C@@H]3CC=C4C[C@@H](O)CC[C@]4(C)[C@H]3CC[C@]12C.CC(C)CCC[C@@H](C)[C@H]1CC[C@H]2[C@@H]3CC=C4C[C@@H](O)CC[C@]4(C)[C@H]3CC[C@]12C